1-[6,7-dichloro-3-(1-tetrahydropyran-2-ylpyrazol-4-yl)indol-1-yl]-3-[dimethyl(oxo)-λ6-sulfanylidene]propan-2-one ClC1=CC=C2C(=CN(C2=C1Cl)CC(C=S(=O)(C)C)=O)C=1C=NN(C1)C1OCCCC1